2-Bromo-6-(4-(4-methoxyphenyl)-4H-1,2,4-triazol-3-yl)pyridine tin dibutyldithionate C(CCC)OS(=O)(=O)S(=O)(=O)OCCCC.[Sn].BrC1=NC(=CC=C1)C1=NN=CN1C1=CC=C(C=C1)OC